dimethyl(2-methyl-4-(4-tertbutylphenyl)-1,5,6,7-tetrahydro-s-indacen-1-yl)(2,3,4,5-tetramethylcyclopenta-2,4-dien-1-yl)silane zirconium dichloride [Cl-].[Cl-].[Zr+2].C[Si](C1C(=C(C(=C1C)C)C)C)(C1C(=CC2=C(C=3CCCC3C=C12)C1=CC=C(C=C1)C(C)(C)C)C)C